5-acetoxy-2-methyl-pentanoate C(C)(=O)OCCCC(C(=O)[O-])C